ClC1=CC=C(OC2=CC=C3CCN(CC3=C2)C(CCS(=O)(=O)C(F)(F)F)=O)C=C1 1-(7-(4-chlorophenoxy)-3,4-dihydroisoquinolin-2(1H)-yl)-3-((trifluoro-methyl)sulfonyl)propan-1-one